C(C)(C)(C)OC([C@@H](C)N1C(C2=CC(=CC=C2C1)C1=CC(=NC=C1Cl)F)=O)=O (2R)-2-[6-(5-chloro-2-fluoropyridin-4-yl)-1-oxo-2,3-dihydro-1H-isoindol-2-yl]propionic acid tert-butyl ester